thiol-lactone S12(C=CC=C1O2)=O